C(C)C=1C(=CC=C2C=C(C=C(C12)N1C(C=2N=CN=CC2C=C1)=O)O)F 7-(8-ethyl-7-fluoro-3-hydroxynaphthalen-1-yl)pyrido[3,4-d]Pyrimidin-8(7H)-one